CC(=CC)CCC=C(C)C 3,7-dimethyl-2,6-octadien